C(#N)CC1(CC1)CN1C(=NC2=C1C=C(C=C2)C(=O)OC)CN2CCC(CC2)C2=NC(=CC=C2)OCC2=C(C=C(C=C2)C(=O)C2CC2)F methyl 1-((1-(cyanomethyl) cyclopropyl) methyl)-2-((4-(6-((4-(cyclopropanecarbonyl)-2-fluorobenzyl) oxy) pyridin-2-yl) piperidin-1-yl) methyl)-1H-benzo[d]imidazole-6-carboxylate